[Ru](Br)(Br)Br.C(CCCCC)=N hexanimine ruthenium bromide